BrCC=1C=C(C=CC1)C1=CC(=CC=C1)C(=O)OC methyl 3'-(bromomethyl)-biphenyl-3-carboxylate